acrylamidomethyl-propanesulfonic acid, diallyl-dimethyl-ammonium salt C(C=C)[N+](C)(C)CC=C.C(C=C)(=O)NCC(CC)S(=O)(=O)[O-]